ClC1=C(C(=C(CNC(CCC)=O)C=C1)F)C=1NC(C=C(N1)C=1C=NC(=CC1)C(F)(F)F)=O N-(4-chloro-2-fluoro-3-{6-oxo-4-[6-(trifluoromethyl)pyridin-3-yl]-1,6-dihydropyrimidin-2-yl}benzyl)butanamide